N1=C(C=CC=C1)C1=CC(=CN1)S(=O)(=O)N 5-(2-pyridinyl)-1H-pyrrole-3-sulfonamide